2-{[1-(oxetan-3-yl)-1H-pyrazol-4-yl]methyl}-1H-imidazo[4,5-C]quinoline-8-carbonitrile O1CC(C1)N1N=CC(=C1)CC=1NC2=C(C=NC=3C=CC(=CC23)C#N)N1